Cl.NCC=1N=C2N(C=C(C=C2N2C(N(C(C2)=O)CCOCC2=CC=CC=C2)=O)C2CC2)C1 1-(2-(aminomethyl)-6-cyclopropyl-imidazo[1,2-a]pyridin-8-yl)-3-(2-(benzyloxy)ethyl)imidazolidine-2,4-dione hydrochloride